ClC1=CC=C2C(=C(NC2=C1Cl)C1=NN=C(N1)C(F)(F)F)C1=NNC(=C1)O 3-(6,7-dichloro-2-(5-(trifluoromethyl)-4H-1,2,4-triazol-3-yl)-1H-indol-3-yl)-1H-pyrazol-5-ol